(4R)-2-[(1-Acetylpiperidin-4-yl)methyl]-N-{[(2R)-1,4-dioxan-2-yl]methyl}-4-methyl-8-(trifluoromethyl)-4,5-dihydro-2H-furo[2,3-g]indazol-7-carboxamid C(C)(=O)N1CCC(CC1)CN1N=C2C3=C(C[C@H](C2=C1)C)OC(=C3C(F)(F)F)C(=O)NC[C@H]3OCCOC3